2-ethyl-5-(2,2,2-trifluoroacetyl)cyclopentanone C(C)C1C(C(CC1)C(C(F)(F)F)=O)=O